4-[(2,2,2-trifluoro-1-{4'-[4'-(methoxycarbonyl)-[1,1'-biphenyl]-4-amido]-[1,1'-biphenyl]-4-yl}ethyl)amino]naphthalene-1-carboxylic acid FC(C(C1=CC=C(C=C1)C1=CC=C(C=C1)NC(=O)C1=CC=C(C=C1)C1=CC=C(C=C1)C(=O)OC)NC1=CC=C(C2=CC=CC=C12)C(=O)O)(F)F